2-(methoxymethyl)-N7-(5,6,7,8-tetrahydroimidazo[1,2-a]pyridin-6-yl)pyrazolo[1,5-a]pyrimidine-3,7-dicarboxamide COCC1=NN2C(N=CC=C2C(=O)NC2CCC=3N(C2)C=CN3)=C1C(=O)N